CC(C[Al](CC(C(CCC)(C)C)C)CC(C(CCC)(C)C)C)C(CCC)(C)C tris(2,3,3-trimethylhexyl)aluminum